tert-butyl 3-(7-carbamoyl-5-fluoro-2,3-dimethyl-1H-indol-4-yl)-5,6-dihydropyridine-1(2H)-carboxylate C(N)(=O)C=1C=C(C(=C2C(=C(NC12)C)C)C=1CN(CCC1)C(=O)OC(C)(C)C)F